CN1[C@@H](C[C@H](C1)C)C(=O)NC=1C=C(C(=NC1)C)NC(=O)C=1C=NN2C1SC(=C2)C=2C=NN(C2)C N-(5-((2S,4R)-1,4-dimethylpyrrolidine-2-carboxamido)-2-methylpyridin-3-yl)-2-(1-methyl-1H-pyrazol-4-yl)pyrazolo[5,1-b]thiazole-7-carboxamide